8-(5-chloro-3-pyridyl)-N-(2,3-dihydro-1,4-benzoxazin-4-yl)-4-morpholino-quinoline-3-carboxamide ClC=1C=C(C=NC1)C=1C=CC=C2C(=C(C=NC12)C(=O)NN1CCOC2=C1C=CC=C2)N2CCOCC2